tert-butyl ((1R,3S)-3-((6-(6-bromopicolinamido)pyridin-3-yl)-carbamoyl)cyclohexyl)carbamate BrC1=CC=CC(=N1)C(=O)NC1=CC=C(C=N1)NC(=O)[C@@H]1C[C@@H](CCC1)NC(OC(C)(C)C)=O